C(C=C)N1N(C2=NC(=NC=C2C1=O)NC=1C=CC2=C(C(=NS2)C)C1)C1=NC(=CC=C1)C(C)(C)O 2-allyl-1-(6-(2-hydroxypropan-2-yl)pyridin-2-yl)-6-((3-methylbenzo[d]isothiazol-5-yl)amino)-1,2-dihydro-3H-pyrazolo[3,4-d]pyrimidin-3-one